8'-chloro-1'-(trans-4-methoxy-4-methylcyclohexyl)-4'H,6'H-spiro[1,3-dioxane-2,5-[1,2,4]triazolo[4,3-a][1]benzazepine] ClC=1C=CC2=C(CC3(CC=4N2C(=NN4)C4CCC(CC4)(C)OC)OCCCO3)C1